1-(((2-(trimethylsilyl)ethoxy)methyl)-4,6-dihydropyrrolo[3,4-d]imidazol-5(1H)-yl)(3-hydroxypyrrolidin-1-yl)methanone C[Si](CCOCN1C=NC2=C1CN(C2)C(=O)N2CC(CC2)O)(C)C